((2R,6R)-6-ethylpiperidin-2-yl)-4-(trifluoromethyl)isoindolin-1-one C(C)[C@@H]1CCC[C@H](N1)N1C(C2=CC=CC(=C2C1)C(F)(F)F)=O